C1(CC1)C1=C(C(=NO1)C1=C(C=CC=C1Cl)Cl)C=C1CC2(C1)CCN(CC2)C=2SC1=C(N2)C(=CC(=C1)C(=O)O)F (2-((5-cyclopropyl-3-(2,6-dichlorophenyl)isoxazol-4-yl)methylene)-7-azaspiro[3.5]non-7-yl)-4-fluorobenzo[d]thiazole-6-carboxylic acid